C(C)(C)(C)NC(=O)C1=CC=C(C=C1)C1=CC2=C(N(C(=N2)C)C2=CC=CC=C2)C=C1 tert-butyl-(4-(2-methyl-1-phenyl-1H-benzimidazol-5-yl)phenyl)carboxamid